CC1(CN(C2=CC=CC=C12)C(CNS(=O)(=O)C1=CC=C(C=C1)C(F)(F)F)C)C N-(2-(3,3-DIMETHYLINDOLIN-1-YL)PROPYL)-4-(TRIFLUOROMETHYL)BENZENESULFONAMIDE